Cl.ClC1=C(C(=CC=C1)F)C=1C=C2C(=NNC2=CC1)NC(=O)[C@H]1CNCCC1 (3R)-N-[5-(2-chloro-6-fluorophenyl)-1H-indazol-3-yl]piperidine-3-carboxamide hydrochloride